CC(C)(C)S(=O)\N=C/CC (Z)-2-methyl-N-propylidenepropane-2-sulfinamide